N-isonicotinyl-O-(trans-3-(2-(5,6,7,8-tetrahydro-1,8-naphthyridin-2-yl)ethyl)cyclobutyl)homoserine C(C1=CC=NC=C1)N[C@@H](CCO[C@@H]1C[C@H](C1)CCC1=NC=2NCCCC2C=C1)C(=O)O